C(C1=CC=CC=C1)(=O)C1=CC=C(C=C1)C[C@@H](C(=O)NC1=CC=C(C=C1)N1CCOCC1)NS(=O)(=O)C1=CC=C(C=C1)C (S)-3-(4-benzoylphenyl)-2-(4-methylphenyl-sulphonamido)-N-(4-morpholinophenyl)propanamide